1-(1H-Benzo[d]imidazol-5-yl)-4-(cyclopropancarbonyl)-3-hydroxy-5-(8-hydroxyquinolin-2-yl)-1,5-dihydro-2H-pyrrol-2-on N1C=NC2=C1C=CC(=C2)N2C(C(=C(C2C2=NC1=C(C=CC=C1C=C2)O)C(=O)C2CC2)O)=O